1-(cyclopropylmethyl)-4-((2S,5R)-4-((S)-1-(4-fluorophenyl)-2-methylpropyl)-2,5-dimethylpiperazin-1-yl)-1H-[1,2,4]triazolo[3,4-b]purine C1(CC1)CN1C=2N3C(N=C(C2N=C1)N1[C@H](CN([C@@H](C1)C)[C@@H](C(C)C)C1=CC=C(C=C1)F)C)=NN=C3